ClC1=CC=C(C=C1)CS(=O)(=O)OC1=C(O[C@@](C1=O)([2H])C1=CC=C(C=C1)C(F)(F)F)N (S)-2-amino-4-oxo-5-(4-(trifluoromethyl)phenyl)-4,5-dihydrofuran-3-yl-5-d (4-chlorophenyl)methanesulfonate